hydroximinomethyl-pyridinium N(O)=C[N+]1=CC=CC=C1